C(C)(=O)N[C@@H]1C[C@@H](CC1)C(=O)N(C)[C@H](C(F)(F)F)C1=NC=C(C=C1)N[C@H]1C(C2=CC=CC=C2C1)(C)C (1R,3S)-3-Acetamido-N-((S)-1-(5-(((R)-1,1-dimethyl-2,3-dihydro-1H-inden-2-yl)amino)pyridin-2-yl)-2,2,2-trifluoroethyl)-N-methylcyclopentane-1-carboxamide